BrC(N1C(=NC2=C1C=CC=1C(C=C(OC12)C1=CC=C(C#N)C=C1)=O)C(F)(F)F)(F)F 4-(3-(bromodifluoromethyl)-6-oxo-2-(trifluoromethyl)-3,6-dihydrochromeno[7,8-d]imidazol-8-yl)benzonitrile